3-bromo-benzoyl-acetonitrile BrC=1C=C(C(=O)CC#N)C=CC1